COC(CN1CC2(CS(C2)(=O)=O)CC1)CC1=CC=C(C=C1)C(F)(F)F 6-(2-Methoxy-3-(4-(trifluoromethyl)phenyl)propyl)-2-thia-6-azaspiro[3.4]octane 2,2-dioxide